3-(1-isopropylpyrazol-4-yl)urea C(C)(C)N1N=CC(=C1)NC(N)=O